N1=CC=CC2=CC=C(C=C12)C=1C=C(C#N)C=CN1 2-(quinolin-7-yl)isonicotinonitrile